4-methyl-2-(4-nitrophenyl)-8-(piperidine-1-sulfonyl)-1H,2H,3H-pyrrolo[3,4-c]quinoline-1,3-dione CC1=NC=2C=CC(=CC2C2=C1C(N(C2=O)C2=CC=C(C=C2)[N+](=O)[O-])=O)S(=O)(=O)N2CCCCC2